dimethyl 4-[5-[[2-[4-[6-(dimethylamino) pyridin-3-yl]phenyl]-1,3-benzothiazol-6-yl]-[(2-methylpropan-2-yl)oxycarbonyl]amino]-pentoxy]benzene-1,2-dicarboxylate CN(C1=CC=C(C=N1)C1=CC=C(C=C1)C=1SC2=C(N1)C=CC(=C2)N(CCCCCOC=2C=C(C(=CC2)C(=O)OC)C(=O)OC)C(=O)OC(C)(C)C)C